2-(2,6-dimethyl-4-(1-(5-oxo-4-(4-(trifluoromethoxy)phenyl)-4,5-dihydro-1H-1,2,4-triazol-1-yl)propyl)phenoxy)-2-methylpropanoic acid CC1=C(OC(C(=O)O)(C)C)C(=CC(=C1)C(CC)N1N=CN(C1=O)C1=CC=C(C=C1)OC(F)(F)F)C